(4aR,8aS)-6-[6-[[3-(trifluoromethyl)-1H-indazol-5-yl]methyl]-2-azaspiro[3.3]heptane-2-carbonyl]-4,4a,5,7,8,8a-hexahydropyrido[4,3-b][1,4]oxazin-3-one FC(C1=NNC2=CC=C(C=C12)CC1CC2(CN(C2)C(=O)N2C[C@@H]3[C@@H](OCC(N3)=O)CC2)C1)(F)F